1-[1-methyl-6-(4-piperidylamino)indazol-3-yl]hexahydropyrimidine-2,4-dione hydrochloride Cl.CN1N=C(C2=CC=C(C=C12)NC1CCNCC1)N1C(NC(CC1)=O)=O